(R)-N-Acetyl-N-(7-(4-Fluorobenzofuran-7-carbonyl)-8-methyl-3-(3-methyl-1,2,4-thiadiazole-5-yl)-5,6,7,8-tetrahydroimidazo[1,5-a]pyrazin-1-yl)acetamide C(C)(=O)N(C(C)=O)C=1N=C(N2C1[C@H](N(CC2)C(=O)C2=CC=C(C=1C=COC12)F)C)C1=NC(=NS1)C